N-(3,5-dimethyltricyclo[3.3.1.13,7]dec-1-yl)thiophene-2-sulfonamide CC12CC3(CC(CC(C1)(C3)C)C2)NS(=O)(=O)C=2SC=CC2